3-D-ribofuranosylpurine C1([C@H](O)[C@H](O)[C@H](O1)CO)N1C=NC=C2N=CN=C12